4-(N-Ethylacetylamino)-1-(tetrahydro-2H-pyran-2-yl)-1H-pyrazole-3-carboxylic acid ethyl ester C(C)OC(=O)C1=NN(C=C1NC(CCC)=O)C1OCCCC1